BrC=1C=C(C=2C(N(CC2C1)[C@@H](C)C1CC1)=O)S(=O)(=O)NC1CC1 (S)-6-bromo-N-cyclopropyl-2-(1-cyclopropylethyl)-3-oxoisoindoline-4-sulfonamide